rac-3-[4-(4-methoxyphenyl)sulfonylmorpholin-2-yl]benzothiophene COC1=CC=C(C=C1)S(=O)(=O)N1C[C@H](OCC1)C1=CSC2=C1C=CC=C2 |r|